2,2-dimethyl-2,3-dihydro-1-benzofuran-5-carboxylic acid CC1(OC2=C(C1)C=C(C=C2)C(=O)O)C